(3R)-3-amino-8-fluoro-7-[5-(5-methyl-1,3,4-oxadiazol-2-yl)-1,3,4-oxadiazol-2-yl]-1,1-dioxo-5-[[4-(trifluoromethoxy)phenyl]methyl]-2,3-dihydro-1lambda6,5-benzothiazepin-4-one N[C@H]1CS(C2=C(N(C1=O)CC1=CC=C(C=C1)OC(F)(F)F)C=C(C(=C2)F)C=2OC(=NN2)C=2OC(=NN2)C)(=O)=O